CO[C@@H]1C[C@H](CC1)NC1=NC(=NN2C1=C(C(=C2)C=2C=NC=CC2)C2=CC=CC=C2)C=2N(C=CN2)C |r| rac-N-((1S,3S)-3-Methoxycyclopentyl)-2-(1-methyl-1H-imidazol-2-yl)-5-phenyl-6-(pyridin-3-yl)pyrrolo[2,1-f][1,2,4]triazin-4-amine